BrC=1SC(=C(N1)C)N1N=CN(C1=O)CC1=C(C=CC=C1F)F 2-(2-bromo-4-methylthiazol-5-yl)-4-(2,6-difluorobenzyl)-2,4-dihydro-3H-1,2,4-triazol-3-one